Cl.N[C@H](C(=O)O)CC1=CC=C(C=C1)C=1OC(=NN1)C1=CC=C(C=C1)C1=CC=C(C=C1)O (S)-2-amino-3-(4-(5-(4'-hydroxy-[1,1'-biphenyl]-4-yl)-1,3,4-oxadiazol-2-yl)phenyl)propanoic acid hydrochloride